ClC=1C=C(C=CC1F)NC(N([C@H](C)C1=CNC(C2=CC=CC=C12)=O)CC1CCN(CC1)C)=O |r| Racemic-3-(3-chloro-4-fluorophenyl)-1-((1-methylpiperidin-4-yl)methyl)-1-(1-(1-oxo-1,2-dihydroisoquinolin-4-yl)ethyl)urea